C1CC12NCCC(C2)C2=CC=C(NC1C(NC(CC1)=O)=O)C=C2 3-[4-[4-azaspiro[2.5]octan-7-yl]anilino]piperidine-2,6-dione